5-(5-((7-ethyl-6-oxo-5,6-dihydro-1,5-naphthyridin-3-yl)methyl)-2-oxa-5,8-diazaspiro[3.5]nonan-8-yl)-N-methylpicolinamide C(C)C=1C(NC=2C=C(C=NC2C1)CN1C2(COC2)CN(CC1)C=1C=CC(=NC1)C(=O)NC)=O